C(C)(C)(C)C1=CC=C(C=C1)N(C(=O)[C@@H]1N(CC(C1)=O)C(=O)OC(C)(C)C)C(C(=O)NC1CCCCC1)C=1C=NC=CC1 (2R)-tert-butyl 2-((4-(tert-butyl)phenyl)(2-(cyclohexylamino)-2-oxo-1-(pyridin-3-yl)ethyl)carbamoyl)-4-oxopyrrolidine-1-carboxylate